(2S)-2-amino-5-(carbamoylamino)pentanoic acid N[C@H](C(=O)O)CCCNC(N)=O